dithienyl-tetracene S1C(=CC=C1)C1=C(C2=CC3=CC4=CC=CC=C4C=C3C=C2C=C1)C=1SC=CC1